(5-(4-(1-Methyl-1H-pyrazol-4-yl)phenyl)-1,2,4-oxadiazol-3-yl)pyrrolidine-1-carbonitrile CN1N=CC(=C1)C1=CC=C(C=C1)C1=NC(=NO1)C1N(CCC1)C#N